methyl 4-(4,4,4-trifluoro-3-oxobutanoyl)benzoate FC(C(CC(=O)C1=CC=C(C(=O)OC)C=C1)=O)(F)F